4-[4-[4-[4-[[4-[1-[2,6-dioxo-3-piperidinyl]-3-methyl-2-oxo-benzoimidazol-5-yl]piperazin-1-yl]methyl]-1-piperidinyl]phenyl]-1-piperidinyl]-2-(trifluoromethyl)benzonitrile O=C1NC(CCC1N1C(N(C2=C1C=CC(=C2)N2CCN(CC2)CC2CCN(CC2)C2=CC=C(C=C2)C2CCN(CC2)C2=CC(=C(C#N)C=C2)C(F)(F)F)C)=O)=O